O.O.O.[Mg] magnesium tri-hydrate